C(C)(C)C1=C(C=CC=C1)C1=C2C=C(C(C2=CC=2CCCC12)[Si](C1C(=C(C(=C1C)C)C)C)(C)C)C (4-(2-isopropylphenyl)-2-methyl-1,5,6,7-tetrahydro-s-indacen-1-yl)dimethyl(2,3,4,5-tetramethylcyclopenta-2,4-dien-1-yl)silane